(5-(2-(2,6-trans-dimethylmorpholino)acetamido)-2-methylpyridin-3-yl)-2-(1H-pyrrol-3-yl)pyrazolo[5,1-b]thiazole-7-carboxamide C[C@@H]1O[C@H](CN(C1)CC(=O)NC=1C=C(C(=NC1)C)C=1N2C(SC1C1=CNC=C1)=C(C=N2)C(=O)N)C